1,1-difluoro-N-((6S,7S)-6-((2-fluoro-[1,1'-biphenyl]-3-yl)methyl)-5-((R)-oxetane-2-carbonyl)-5-azaspiro[2.4]heptan-7-yl)methanesulfonamide FC(S(=O)(=O)N[C@@H]1[C@@H](N(CC12CC2)C(=O)[C@@H]2OCC2)CC=2C(=C(C=CC2)C2=CC=CC=C2)F)F